C1(CC1)C1=NC=NC(=C1C1=NC=C(C(=N1)NCC1=CC(=C(C=C1)C=1N(C=C(N1)C(F)(F)F)C)F)C(=C)C)OC 4'-cyclopropyl-N-(3-fluoro-4-(1-methyl-4-(trifluoromethyl)-1H-imidazol-2-yl)benzyl)-6'-methoxy-5-(prop-1-en-2-yl)-[2,5'-bipyrimidin]-4-amine